C(C)OCOC=1C=CC=C2CCC(C12)=O 7-(ethoxymethoxy)-2,3-dihydro-1H-inden-1-one